[Si](C)(C)(C(C)(C)C)OC1=CC=C(CCNC=O)C=C1 N-(4-((tert-butyldimethylsilyl)oxy)phenethyl)formamide